C1(CC1)NC(C1=C(C=CC=C1)NC(C1=CC=C(C=C1)S(NC1=C(C=CC=C1)C)(=O)=O)=O)=O N-cyclopropyl-2-(4-(N-(o-tolyl)sulfamoyl)benzamido)benzamide